(4,4,5,5-tetramethyl-1,3,2-dioxaborolan-2-yl)-1,3,2-dioxaborolane CC1(OB(OC1(C)C)B1OCCO1)C